C(#N)C1=C(C=CC=C1)SC=1C=2N(C=C(C1)C=1C=NN(C1)CCC(C)(C)O)N=CC2C#N 4-((2-cyanophenyl)thio)-6-(1-(3-hydroxy-3-methylbutyl)-1H-pyrazol-4-yl)pyrazolo[1,5-a]pyridine-3-carbonitrile